N1=NC(=CC=C1)CNC=O N-(pyridazin-3-ylmethyl)formamide